CC(=C)C=C 2-Methylbuta-dien